[Br-].CC1=NN(C(C1CCCCCCCCCCN=C(N)N)=O)C1=CC=CC=C1 2-(10-(3-methyl-5-oxo-1-phenyl-4,5-dihydro-1H-pyrazol-4-yl)decyl)guanidine, bromide salt